CC1=NN(C(=C1C(=O)OCC)C)C=1C=NC=NC1 Ethyl 3,5-dimethyl-1-(pyrimidin-5-yl)-1H-pyrazole-4-carboxylate